ClC=1C(=NC(=NC1)NC1CCOCC1)C1=CC=C2CN(C(C2=C1)=O)CC(=O)NCC1=CC(=CC=C1)CO 2-(6-{5-chloro-2-[(oxan-4-yl)amino]pyrimidin-4-yl}-1-oxo-2,3-dihydro-1H-isoindol-2-yl)-N-{[3-(hydroxymethyl)phenyl]methyl}acetamide